C12CCC(CC1)N2C2=NC(=CC1=C2N=C(N=C1)NC1=NC=2CCN(CC2C=C1)C(CN1CCC1)=O)[C@@H](C)O 1-[2-[[8-(7-azabicyclo[2.2.1]heptan-7-yl)-6-[(1R)-1-hydroxyethyl]pyrido[3,4-d]pyrimidin-2-yl]amino]-7,8-dihydro-5H-1,6-naphthyridin-6-yl]-2-(azetidin-1-yl)ethanone